N-(1'-(6-(3-cyano-3-(fluoromethyl)azetidin-1-yl)-4-methylpyridin-2-yl)-1',2'-dihydrospiro[cyclopropane-1,3'-pyrrolo[3,2-c]pyridin]-6'-yl)acetamide C(#N)C1(CN(C1)C1=CC(=CC(=N1)N1CC2(C=3C=NC(=CC31)NC(C)=O)CC2)C)CF